N2-isobutyl-N4-(3-(4-methoxyphenyl)isoxazol-5-yl)pyrimidine-2,4-diamine C(C(C)C)NC1=NC=CC(=N1)NC1=CC(=NO1)C1=CC=C(C=C1)OC